4-(4-phenoxybenzyl)-5-phenyl-2-(4-(trifluoromethyl)phenyl)oxazole O(C1=CC=CC=C1)C1=CC=C(CC=2N=C(OC2C2=CC=CC=C2)C2=CC=C(C=C2)C(F)(F)F)C=C1